CN(C1CN(C1)C=1C=CC(=C(C(=O)O)C1)C)C 5-[3-(dimethylamino)azetidin-1-yl]-2-methylbenzoic acid